C1(=CC=CC=C1)S(=O)(=O)NC=1C=C(C(=O)NC=2C=NNC2)C=CC1 3-(phenylsulfonamido)-N-(1H-pyrazol-4-yl)benzamide